ClC1=C(N=C2C=C(C(=NC2=C1Cl)C=1C=NC(=NC1)C1(CCN(CC1)C(=O)OC(C)(C)C)O)F)C tert-butyl 4-(5-(7,8-dichloro-3-fluoro-6-methyl-1,5-naphthyridin-2-yl)pyrimidin-2-yl)-4-hydroxypiperidine-1-carboxylate